2,3,4,5-tetraethyl-1,6-hexanediamine C(C)C(CN)C(C(C(CN)CC)CC)CC